ClC=1C(=NC(=NC1C)C)N[C@@H](C)C=1C(=NC=C(C1)B1OC(C(O1)(C)C)(C)C)OC (S)-5-chloro-N-(1-(2-methoxy-5-(4,4,5,5-tetramethyl-1,3,2-dioxaborolan-2-yl)pyridin-3-yl)ethyl)-2,6-dimethylpyrimidin-4-amine